bis(4-(propionyloxy)butyl) 3,3'-(((1-(2-(dimethylamino)ethyl)-1H-pyrazol-4-yl)methyl)azanediyl)dipropionate CN(CCN1N=CC(=C1)CN(CCC(=O)OCCCCOC(CC)=O)CCC(=O)OCCCCOC(CC)=O)C